5-methyl-1,2-cyclohexanedicarboxylic acid CC1CCC(C(C1)C(=O)O)C(=O)O